FC=1C(=CC(=NC1)OC)[C@H](C(=O)N1C[C@]2(CC1)NC1=NC(=C(C=C1CC2)C2=NN1C(C=CC=C1)=N2)C)C (2R)-2-(5-fluoro-2-methoxypyridin-4-yl)-1-[(2S)-7-methyl-6-([1,2,4]triazolo[1,5-a]pyridin-2-yl)-3,4-dihydro-1H-spiro[1,8-naphthyridine-2,3'-pyrrolidin]-1'-yl]propan-1-one